[1,4'-bipiperidine]-1'-carboxylic acid tert.Butyl ester C(C)(C)(C)OC(=O)N1CCC(CC1)N1CCCCC1